3-(benzo[d]oxazol-2-yl)-N-hydroxybenzoamide O1C(=NC2=C1C=CC=C2)C=2C=C(C(=O)NO)C=CC2